ClC1=CC=C(C=C1)[C@@]1(N(C(C2=CC(=CC(=C12)F)C(C)(O)C=1C=NN(C1)CCN(C)C)=O)CC1=NC=C(C=C1)Cl)OC (3R)-3-(4-chlorophenyl)-2-[(5-chloropyridin-2-yl)methyl]-6-(1-{1-[2-(dimethylamino)ethyl]-1H-pyrazol-4-yl}-1-hydroxyethyl)-4-fluoro-3-methoxy-2,3-dihydro-1H-isoindol-1-one